(R)-tert-butyl-((1-chloroprop-2-yl)oxy)dimethylsilane tert-butyl-(R)-8-nitro-1,2,4a,5-tetrahydrobenzo[b]pyrazino[1,2-d][1,4]oxazine-3(4H)-carboxylate C(C)(C)(C)OC(=O)N1C[C@H]2N(C3=C(OC2)C=C(C=C3)[N+](=O)[O-])CC1.C(C)(C)(C)[Si](C)(C)O[C@@H](CCl)C